8'-cyclopropoxy-4'H-spiro[cyclopropane-1,5'-naphtho[2,1-d]isoxazole]-3'-carboxamide C1(CC1)OC1=CC=C2C3(CC=4C(=NOC4C2=C1)C(=O)N)CC3